ClC=1C=NN(C(C1Cl)=O)CC(=O)NC1=C(C=C(C=C1)N1CCOCC1)C 2-(4,5-dichloro-6-oxopyridazin-1(6H)-yl)-N-(2-methyl-4-morpholinophenyl)acetamide